BrC1=NC2=CC=CC=C2C(=C1C1CC1)C1=C2C=NNC2=CC=C1C 2-bromo-3-cyclopropyl-4-(5-methyl-1H-indazol-4-yl)quinoline